3-(4-(dimethylamino)phenyl)-2-ethyl-7-fluoro-6-iodoquinazolin-4(3H)-one CN(C1=CC=C(C=C1)N1C(=NC2=CC(=C(C=C2C1=O)I)F)CC)C